CC1=C(C(=O)P(C2=CC=CC=C2)(C2=CC=CC=C2)=O)C(=CC(=C1)C)C 2,4,6-trimethylbenzoyl-bis-phenylphosphine oxide